[1-[4-[Methyl(tetrahydropyran-4-yl)amino]-5-oxido-6,7-dihydrothieno[3,2-d]pyrimidin-5-ium-2-yl]azetidin-3-yl]-3-methoxybenzoat CN(C=1C2=C(N=C(N1)N1CC(C1)OC(C1=CC(=CC=C1)OC)=O)CC[S+]2[O-])C2CCOCC2